[N-](S(=O)(=O)C(F)(F)F)S(=O)(=O)C(F)(F)F.C(CCCCCCCCCCCCC)N1CN(C=C1)C 1-tetradecyl-3-methylimidazole bis(trifluoromethanesulfonyl)imide salt